1-ethyl-7-[[(1S)-1-[4-[(1R)-1-(4-prop-2-enoylpiperazin-1-yl)propyl]phenyl]ethyl]amino]-4H-pyrimido[4,5-d][1,3]oxazin-2-one C(C)N1C(OCC2=C1N=C(N=C2)N[C@@H](C)C2=CC=C(C=C2)[C@@H](CC)N2CCN(CC2)C(C=C)=O)=O